tert-Butyl 4-((2R,3R)-2-methyl-1-(6-(4-methyl-1-oxa-8-azaspiro[4.5]dec-3-en-8-yl)-2-(trifluoromethyl)pyrimidin-4-yl)azetidin-3-yl)piperazine-1-carboxylate C[C@H]1N(C[C@H]1N1CCN(CC1)C(=O)OC(C)(C)C)C1=NC(=NC(=C1)N1CCC2(C(=CCO2)C)CC1)C(F)(F)F